(rac)-4-(4-bromophenoxy)azepan-1-carboxylic acid tert-butyl ester C(C)(C)(C)OC(=O)N1CC[C@@H](CCC1)OC1=CC=C(C=C1)Br |r|